2-(2,6-dioxopiperidin-3-yl)-5-fluoro-6-(((5-methoxy-4-((4-(1-methyl-1H-indole-3-yl)pyrimidin-2-yl)amino)-2-nitrophenyl)amino)methyl)isoindoline-1,3-dione O=C1NC(CCC1N1C(C2=CC(=C(C=C2C1=O)F)CNC1=C(C=C(C(=C1)OC)NC1=NC=CC(=N1)C1=CN(C2=CC=CC=C12)C)[N+](=O)[O-])=O)=O